FC(C(=O)O)(F)F.F[C@H](CNC1=NC=C(C(=N1)NC1CCC(CC1)O)C1=NC=C(C=C1)S(=O)(=O)C)CC (1S,4r)-4-((2-(((S)-2-fluorobutyl)amino)-5-(5-(methylsulfonyl)pyridin-2-yl)pyrimidin-4-yl)amino)cyclohexan-1-ol trifluoroacetate salt